NN1C2=CC=CC=C2C=2C=C(C=CC12)C1=CC=C(C=C1)C(C)(C)C 9-amino-3-(4-tert-butylphenyl)carbazole